N1CC(C1)OC=1C=CC(=C2C=C(N=CC12)NC1=CC=C2C(=N1)[C@H](C(OC2=O)(C)C)C)C(C)(C)N=[N+]=[N-] (R)-2-((8-(Azetidin-3-yloxy)-5-(2-azidopropan-2-yl)isoquinolin-3-yl)amino)-7,7,8-trimethyl-7,8-dihydro-5H-pyrano[4,3-b]pyridin-5-one